1H-1,2,4-triazolium sulfate S(=O)(=O)([O-])[O-].[NH2+]1N=CN=C1.[NH2+]1N=CN=C1